FC(C=1C=CC(=NC1)NC1CCC2(CN(C2)C(=O)N2CC3(C2)NC(OC3)=O)CC1)(F)F 2-[7-[[5-(trifluoromethyl)-2-pyridinyl]amino]-2-azaspiro[3.5]nonane-2-carbonyl]-7-oxa-2,5-diazaspiro[3.4]octan-6-one